(2R)-2-[[(3-iodopyridin-2-yl)oxy]methyl]pyrrolidine-1-carboxylic acid tert-butyl ester C(C)(C)(C)OC(=O)N1[C@H](CCC1)COC1=NC=CC=C1I